The molecule is a N-acylsphingosine in which the ceramide N-acyl group is specified as oleoyl. It has a role as a mouse metabolite. It derives from an oleic acid. CCCCCCCCCCCCC/C=C/[C@H]([C@H](CO)NC(=O)CCCCCCC/C=C\\CCCCCCCC)O